(S)-1-[(S)-1-({4-[(1-Isopropyl-4,5-dimethyl-1H-imidazol-2-yl)methyl]-1-piperidyl}carbonyl)-3-methylbutyl]-3-isobutyl-2-piperazinone C(C)(C)N1C(=NC(=C1C)C)CC1CCN(CC1)C(=O)[C@H](CC(C)C)N1C([C@@H](NCC1)CC(C)C)=O